ClC1=NC=C(C=C1)S(=O)(=O)C1=CC=CC=C1 2-chloro-5-(benzenesulfonyl)pyridine